C(C)(=O)C1=C(SC=2C1=NC=CC2C2=CC(=CC(=C2)F)F)C(=O)O 3-acetyl-7-(3,5-difluorophenyl)thieno[3,2-b]pyridine-2-carboxylic acid